NCC(C(=O)NC=1C=CC=C2C(=CNC12)C=1C=NNC1)C1=CC=C(C=C1)CN 3-amino-2-[4-(aminomethyl)phenyl]-N-[3-(1H-pyrazol-4-yl)-1H-indol-7-yl]propanamide